C(C)(C)(C)OC(=O)N1CCC(CC1)C=1C=C2C3=C(N(C2=CC1)C(=O)OC(C)(C)C)N=CN=C3Cl tert-butyl 6-(1-(tert-butoxycarbonyl) piperidin-4-yl)-4-chloro-9H-pyrimido[4,5-b]indole-9-carboxylate